C(=CC1=CC=C(C=C1)C=1OC2=C(N1)C=CC=C2)C2=CC=C(C=C2)C=2OC1=C(N2)C=CC=C1 2,2'-(1,2-ethenediyl)bis(4,1-phenylene)bisbenzoxazole